COC1=CC=2C(=C3C(=NC2C=C1C#N)CCC3)NC3CCN(CC3)C 7-methoxy-9-[(1-methylpiperidin-4-yl)amino]-1H,2H,3H-cyclopenta[b]quinoline-6-carbonitrile